CYCLOHEPTANECARBOXYLIC ACID C1(CCCCCC1)C(=O)O